CN1C(C(CC1)=C)=O N-methyl-3-methylidene-pyrrolidone